ClC=1C=C(C=CC1Cl)NC(=O)N1CC2=CC=C(C=C2CC1)OC N-(3,4-dichlorophenyl)-6-methoxy-3,4-dihydroisoquinoline-2(1H)-carboxamide